6-(2,6-dichloro-4-nitrophenoxy)-2-(pyridin-2-yl)-3,4-dihydroisoquinoline ClC1=C(OC=2C=C3CCN(CC3=CC2)C2=NC=CC=C2)C(=CC(=C1)[N+](=O)[O-])Cl